CC1(CC1)[C@H]1CCC=2N=C3C=CC(=CC3=CC2C1)C(=O)N[C@H](CC=O)C1=CC=C(C=C1)N1C(OCC1)=O (S)-7-(1-methylcyclopropyl)-N-((R)-3-oxo-1-(4-(2-oxooxazolidin-3-yl)phenyl)propyl)-5,6,7,8-tetrahydroacridine-2-carboxamide